N-((1S,2R)-2-((4-bromo-2-(morpholine-4-carbonyl)-6-nitrophenyl)amino)cyclohexyl)-8-fluoro-2-oxo-1,2-dihydroquinoline-4-carboxamide BrC1=CC(=C(C(=C1)[N+](=O)[O-])N[C@H]1[C@H](CCCC1)NC(=O)C1=CC(NC2=C(C=CC=C12)F)=O)C(=O)N1CCOCC1